N1CC(CCC1)N1CC2=CC=CC=C2C1 2-(piperidin-3-yl)isoindoline